Methyl 3-(3-((2-(3-((4-(hydroxymethyl)-1H-indol-5-yl)oxy)phenyl)thiazol-4-yl)methyl)phenyl)propanoate OCC1=C2C=CNC2=CC=C1OC=1C=C(C=CC1)C=1SC=C(N1)CC=1C=C(C=CC1)CCC(=O)OC